methoxy-2-(2-azaspiro[4.4]nonane-2-yl)quinazoline-4-amine COC1=C2C(=NC(=NC2=CC=C1)N1CC2(CC1)CCCC2)N